butyl 3-((6-(difluoromethoxy)pyridin-2-yl)carbamoyl)-2-azabicyclo[3.1.0]hexane-2-carboxylate FC(OC1=CC=CC(=N1)NC(=O)C1N(C2CC2C1)C(=O)OCCCC)F